C(C)(=O)[C@H]1C[C@H](CCC1)NC(OC(C)(C)C)=O tert-butyl [(1S,3R)-3-acetylcyclohexyl]carbamate